(4S*)-ethyl 4-(3-fluoro-2-methylphenyl)-6-((2R,3R,4R,5S)-4-(methoxycarbonyl) cuban-1-yl)-2-(thiazol-2-yl)-1,4-dihydropyrimidine-5-carboxylate FC=1C(=C(C=CC1)[C@@H]1N=C(NC(=C1C(=O)OCC)C12C3C4C5(C3C1C5C24)C(=O)OC)C=2SC=CN2)C |o1:7|